(S)-N-(3-(1-((2-(azetidin-3-ylmethyl)-2H-pyrazolo[3,4-b]pyrazin-6-yl)amino)ethyl)-4-fluorophenyl)-2-(trifluoromethyl)thiazole-5-carboxamide N1CC(C1)CN1N=C2N=C(C=NC2=C1)N[C@@H](C)C=1C=C(C=CC1F)NC(=O)C1=CN=C(S1)C(F)(F)F